C(CCCCCCCCC)N(C)CCCCCCCCCC N-decyl-N-methyl-1-decylamine